COC(=O)C1(CC2(C1)CCC(CC2)N2C(N(C(C(C2=O)=C(N)N)=O)CCCC)=O)C.C(C)(=O)OCC2=CC=C(C=C2)C=2OC1=C(C2)C=CC=C1 2-(4-acetoxymethylphenyl)benzofuran methyl-7-[3-butyl-5-(diaminomethylidene)-2,4,6-trioxo-1,3-diazinan-1-yl]-2-methylspiro[3.5]nonane-2-carboxylate